IC1=NN(C=C1)C1=CN=NC=C1 4-(3-iodo-1H-pyrazol-1-yl)pyridazine